Bis(trichlorosilyl)methane Cl[Si](Cl)(Cl)C[Si](Cl)(Cl)Cl